ClCC1=CC=C2C=C(C(NC2=N1)=O)CC 7-(chloromethyl)-3-ethyl-1,8-naphthyridin-2(1H)-one